(1R,4r)-4-((((1R,2R)-2-((2-(2,6-dioxopiperidin-3-yl)-1-oxoisoindolin-5-yl)oxy)cyclopentyl)amino)methyl)cyclohexane-1-carbonitrile O=C1NC(CCC1N1C(C2=CC=C(C=C2C1)O[C@H]1[C@@H](CCC1)NCC1CCC(CC1)C#N)=O)=O